CC=1C=CC=2N(C3=CC=CC=C3C2C1)C1=CC=C(C=C1)C1=CC=C(C(=C1C1=CC=C(C=C1)N1C2=CC=CC=C2C=2C=C(C=CC12)C)C1=CC=CC=C1)C1=CC=CC=C1 5',6'-bis(4-(3-methyl-9H-carbazol-9-yl)phenyl)-[1,1':2',1''-terphenyl]